2,3,5,6-tetrafluoro-4-hydroxy-benzoic acid hydrate O.FC1=C(C(=O)O)C(=C(C(=C1F)O)F)F